6-((4,4-difluoropiperidin-1-yl)methyl)picolinic acid FC1(CCN(CC1)CC1=CC=CC(=N1)C(=O)O)F